2-isopropyl-3-[4-methoxy-3-(3-methoxypropoxy)phenyl]acrolein C(C)(C)C(C=O)=CC1=CC(=C(C=C1)OC)OCCCOC